5-ethyl-2-(pyridin-3-ylmethoxy)benzenesulfonyl chloride C(C)C=1C=CC(=C(C1)S(=O)(=O)Cl)OCC=1C=NC=CC1